N-(3-aminocyclobutyl)-4-[2-chloro-4-[[3-[3-(trifluoromethyl)-1H-pyrazol-4-yl]imidazo[1,2-a]pyrazin-8-yl]amino]benzoyl]piperazine-1-carboxamide NC1CC(C1)NC(=O)N1CCN(CC1)C(C1=C(C=C(C=C1)NC=1C=2N(C=CN1)C(=CN2)C=2C(=NNC2)C(F)(F)F)Cl)=O